amino-2-(3,5-dichloro-4-((5-cyclopropyl-4-oxo-3,4,5,6,7,8-hexahydrophthalazin-1-yl)oxy)phenyl)-1,2,4-triazine-3,5(2H,4H)-dione NN1C(N(N=CC1=O)C1=CC(=C(C(=C1)Cl)OC1=NNC(C=2C(CCCC12)C1CC1)=O)Cl)=O